FC1=C(C=O)C(=CC(=C1)O)F 2,6-Difluoro-4-hydroxy-benzaldehyde